S(C)(=O)(=O)O.N1N=CC2=CC(=CC=C12)NC1=NC(=NC2=CC=CC=C12)C=1C=C(OCC(=O)NC(C)C)C=CC1 2-{3-[4-(1H-indazol-5-ylamino)-2-quinazolinyl]phenoxy}-N-(prop-2-yl)acetamide mesylate